4-(4,4,5,5-tetramethyl-1,3,2-dioxaborolan-2-yl)cyclohex-3-ene-1-carbonitrile CC1(OB(OC1(C)C)C1=CCC(CC1)C#N)C